2,2'-bis(diphenylphosphino)-4,4',6,6'-tetramethyl-5,5'-dimethoxy-1,1'-biphenyl C1(=CC=CC=C1)P(C1=C(C(=C(C(=C1)C)OC)C)C1=C(C=C(C(=C1C)OC)C)P(C1=CC=CC=C1)C1=CC=CC=C1)C1=CC=CC=C1